2-(2-(2,3-bis(bromomethyl)-5,7-dioxo-5,7-dihydro-6H-pyrrolo[3,4-b]pyrazin-6-yl)ethoxy)acetic acid BrCC1=C(N=C2C(=N1)C(N(C2=O)CCOCC(=O)O)=O)CBr